FC1=CC(=C(C=C1C=1C=NC(=CC1)N1C[C@H](O[C@H](C1)C)C)NC(=O)C1=CNC(C=C1C(F)(F)F)=O)N1C[C@@H](N([C@@H](C1)C)C)C |r| N-[4-fluoro-5-[6-[rac-(2R,6S)-2,6-dimethylmorpholin-4-yl]pyridin-3-yl]-2-[rac-(3S,5R)-3,4,5-trimethylpiperazin-1-yl]phenyl]-6-oxo-4-(trifluoromethyl)-1H-pyridine-3-carboxamide